tert-butyl (1-(((4-bromophenyl)amino)methyl)cyclopropyl)-carbamate BrC1=CC=C(C=C1)NCC1(CC1)NC(OC(C)(C)C)=O